N(=NC(=O)N(C)C)C(=O)N(C)C azodi(N,N-dimethylformamide)